ClC1=NC=C2N(C(N(C2=N1)[C@@H]1COCC1)=O)CC (S)-2-chloro-7-ethyl-9-(tetrahydrofuran-3-yl)-7,9-dihydro-8H-purin-8-one